N-[8-{(4-ethynylbenzyl)oxy}quinolin-5-yl]acrylamide C(#C)C1=CC=C(COC=2C=CC(=C3C=CC=NC23)NC(C=C)=O)C=C1